FC(CCC1=NN=C(S1)C(=O)NCC(F)(F)F)CN1N=NC(=C1)C(NCC1=NC=CC(=C1)C(F)(F)F)=O 5-{3-fluoro-4-[4-({[4-(trifluoromethyl)pyridin-2-yl]methyl}carbamoyl)-1H-1,2,3-triazol-1-yl]butyl}-N-(2,2,2-trifluoroethyl)-1,3,4-thiadiazole-2-carboxamide